C(C1CO1)OC1=C(C=CC=C1)CC1=CC=CC=C1 2-benzyl-phenyl glycidyl ether